CN1N=C2N(C(N(CC2=C1)C1CCNCC1)=O)C(C)C1=C(C=CC=C1)C(F)(F)F 2-Methyl-5-piperidin-4-yl-7-[1-(2-trifluoromethylphenyl)-ethyl]-2,4,5,7-tetrahydro-pyrazolo[3,4-d]pyrimidin-6-one